1-Bromo-3-(1-fluorocyclopropyl)-2-methoxybenzene BrC1=C(C(=CC=C1)C1(CC1)F)OC